C(C)C=1C=CC(=NC1OC)C1CN(CCC1)C(=O)OC(C)(C)C tert-butyl 3-(5-ethyl-6-methoxypyridin-2-yl)piperidine-1-carboxylate